tert-Butyl (4aR,7aS)-1,4-dimethyloctahydro-6H-pyrrolo[3,4-b]pyrazine-6-carboxylate CN1[C@@H]2[C@H](N(CC1)C)CN(C2)C(=O)OC(C)(C)C